Cl.Cl.ClC1=CC=C(C=C1)C=1N=C2N(C=CC=N2)C1CN1CC2COCC(C1)N2 7-{[2-(4-Chlorophenyl)imidazo[1,2-a]pyrimidin-3-yl]methyl}-3-oxa-7,9-diazabicyclo[3.3.1]nonane dihydrochloride